1-methoxy-2-(1-methylcyclohexen-4-yl)-2-propanol COCC(C)(O)C1CC=C(CC1)C